FC1(CC2(C1)C[C@@H](N(CC2)CC2=C1C=CNC1=C(C=C2OC)C)C=2C=NC(=C(C2)F)OC)F (R)-2,2-difluoro-6-(5-fluoro-6-methoxypyridin-3-yl)-7-((5-methoxy-7-methyl-1H-indol-4-yl)methyl)-7-azaspiro[3.5]nonane